4-bromo-3-(methoxymethoxy)-1,2-benzoxazole BrC1=CC=CC2=C1C(=NO2)OCOC